COC1=CC(=CC2=CN(N=C12)C)C=1C=C(C(=NC1)C1=CN=C(N=N1)N1CCN(CC1)C)O 5-(7-methoxy-2-methyl-2H-indazol-5-yl)-2-[3-(4-methylpiperazin-1-yl)-1,2,4-triazin-6-yl]pyridin-3-ol